4-(2-fluoro-6-nitro-anilino)piperidine-1-carboxylic acid tert-butyl ester C(C)(C)(C)OC(=O)N1CCC(CC1)NC1=C(C=CC=C1[N+](=O)[O-])F